C(C)(C)(C)OC(=O)N(CC(=O)OCC1=CC=CC=C1)CCO benzyl N-(tert-butoxycarbonyl)-N-(2-hydroxyethyl)glycinate